1-(4-(6-((1-(2-hydroxy-acetyl)-2,3-dihydro-1H-pyrido[2,3-b][1,4]-oxazin-7-yl)amino)-pyridin-3-yl)phenyl)-pyrrolidin-2-one OCC(=O)N1C2=C(OCC1)N=CC(=C2)NC2=CC=C(C=N2)C2=CC=C(C=C2)N2C(CCC2)=O